ClC=1N=NC(=C2C1N=CC=C2)C2=C(C=C(C=C2)C#C)O (8-chloropyrido[2,3-d]pyridazin-5-yl)-5-ethynyl-phenol